2-methyl-2-[5-[(3S)-3-amino-5,5,7-trifluoro-2-oxo-1-[[4-(trifluoromethoxy)phenyl]methyl]-3,4-dihydro-1-benzazepin-8-yl]-1,3,4-oxadiazol-2-yl]propanenitrile CC(C#N)(C)C=1OC(=NN1)C1=CC2=C(C(C[C@@H](C(N2CC2=CC=C(C=C2)OC(F)(F)F)=O)N)(F)F)C=C1F